C1(CCCC1)[C@@H](CC#N)N1N=CC(=C1)B1OC(C(O1)(C)C)(C)C |r| racemic-3-cyclopentyl-3-[4-(4,4,5,5-tetramethyl-1,3,2-dioxaborolan-2-yl)-1H-pyrazol-1-yl]propanenitrile